N-[2-(2,6-dioxopiperidin-3-yl)-1-oxo-3H-isoindol-5-yl]-7H-pyrrolo[2,3-d]pyrimidine-2-carboxamide O=C1NC(CCC1N1C(C2=CC=C(C=C2C1)NC(=O)C=1N=CC2=C(N1)NC=C2)=O)=O